3'-[(3-chloro-2-methoxyphenyl)amino]-1-(2,2-difluoroethyl)-2'-(3-fluoropyridin-4-yl)-5',6'-dihydro-1'H-spiro[azetidine-3,7'-pyrrolo[3,2-c]pyridin]-4'-one ClC=1C(=C(C=CC1)NC1=C(NC2=C1C(NCC21CN(C1)CC(F)F)=O)C1=C(C=NC=C1)F)OC